C(=O)O.N[C@H]1COCC[C@@H]1C1=C(C=2N=C(N=C(C2S1)NCC=1OC=CC1)Cl)Br 6-((3R,4S)-3-aminotetrahydro-2H-pyran-4-yl)-7-bromo-2-chloro-N-(furan-2-ylmethyl)thieno[3,2-d]pyrimidin-4-amine formate